N-(2-hydroxy-5-((5-methyl-7-oxo-2-phenyl-3-(piperidin-1-yl)-4,7-dihydropyrazolo[1,5-a]pyrimidin-6-yl)methyl)phenyl)acetamide OC1=C(C=C(C=C1)CC1=C(NC=2N(C1=O)N=C(C2N2CCCCC2)C2=CC=CC=C2)C)NC(C)=O